C[C@]12CC[C@@H](C[C@H]1O)C2(C)C (1R,4S,6R)-1,7,7-trimethylbicyclo[2.2.1]heptan-6-ol